C(C)(=O)OCCC(OC1C=CC=C1)OC1C=CC=C1 dicyclopentadienyloxypropyl acetate